C(CCCCCCCCCCCCC)OC1=C(C=CC=C1)NC(=O)C1=C(C(=O)O)C=CC=C1 2-((2-(tetradecyloxy)phenyl)carbamoyl)benzoic acid